1,2-Benzenedicarboxylic acid, bis(2-methylpropyl) ester C=1(C(=CC=CC1)C(=O)OCC(C)C)C(=O)OCC(C)C